C1(=CC=CC=C1)C(C[N+]1=NOC(=C1)[N-]C(NC1=CC(=CC=C1)C(F)(F)F)=O)C (3-(2-phenylpropyl)-1,2,3-oxadiazol-3-ium-5-yl)((3-(trifluoromethyl)phenyl)carbamoyl)amide